DL-beta-acetylthioisobutyrate C(C)(=O)CC(C(=S)[O-])C